COC1=C(C=C(C(=C1)C)OC)CC(C)NCC1=C(C=CC=C1)OC 1-(2,5-dimethoxy-4-methylphenyl)-N-(2-methoxybenzyl)propan-2-amine